Cl.C12(CCCC2C1)N Bicyclo[3.1.0]Hexane-1-amine hydrochloride